(R)-6-(4-(2-aminoethyl)piperazin-1-yl)-N-(2-(4-cyanothiazolidin-3-yl)-2-oxoethyl)quinoline-4-carboxamide NCCN1CCN(CC1)C=1C=C2C(=CC=NC2=CC1)C(=O)NCC(=O)N1CSC[C@H]1C#N